8-phenyl-8H-benzo[6,7]indeno[1,2-c]isoquinoline C1(=CC=CC=C1)C1C=C2C(=CC=C3C=C4C(N=CC5=CC=CC=C45)=C23)C=C1